(R)-1-[(S)-2-(diphenylphosphino)ferrocenyl]ethyldi(adamantyl)phosphine (R)-2,4-dihydroxy-3,3-dimethylbutyrate O[C@@H](C(=O)O)C(CO)(C)C.C1(=CC=CC=C1)P(C=1[C-](C=CC1)[C@@H](C)P(C12CC3CC(CC(C1)C3)C2)C23CC1CC(CC(C2)C1)C3)C3=CC=CC=C3.[CH-]3C=CC=C3.[Fe+2]